2-((R)-3-((3,3-difluoropropyl)(5-(5,6,7,8-tetrahydro-1,8-naphthyridin-2-yl)pentyl)amino)pyrrolidin-1-yl)-2-(3-fluoro-5-isopropyl-2-methoxyphenyl)acetic acid FC(CCN([C@H]1CN(CC1)C(C(=O)O)C1=C(C(=CC(=C1)C(C)C)F)OC)CCCCCC1=NC=2NCCCC2C=C1)F